C(#N)C[C@@H]1N(CCN(C1)C=1C2=C(N=C(N1)O[C@H](C)C1=CC=NC=C1)CN(C2)C2CC1=CC=CC3=CC=CC2=C13)C(=O)OCC1=CC=CC=C1 benzyl (2S)-2-(cyanomethyl)-4-(6-(1,2-dihydroacenaphthylen-1-yl)-2-((R)-1-(pyridin-4-yl)ethoxy)-6,7-dihydro-5H-pyrrolo[3,4-d]pyrimidin-4-yl)piperazine-1-carboxylate